(3-bromophenyl)tri(naphthalen-2-yl)silane BrC=1C=C(C=CC1)[Si](C1=CC2=CC=CC=C2C=C1)(C1=CC2=CC=CC=C2C=C1)C1=CC2=CC=CC=C2C=C1